3-(((((2S,5R)-2-CARBAMOYL-7-OXO-1,6-DIAZABICYCLO[3.2.1]OCTAN-6-YL)OXY)SULFONYL)OXY)-2,2-DIMETHYLPROPANOAT C(N)(=O)[C@H]1N2C(N([C@H](CC1)C2)OS(=O)(=O)OCC(C(=O)[O-])(C)C)=O